C1(CC1)[C@]1(C(N(C[C@H]1C)C1=NC(=CC2=C1SC=N2)C=2C=NN(C2)C2CN(C2)C)=O)C#N (3R,4S)-3-cyclopropyl-4-methyl-1-(6-(1-(1-methylazetidin-3-yl)-1H-pyrazol-4-yl)thiazolo[5,4-c]pyridin-4-yl)-2-oxopyrrolidine-3-carbonitrile